ClC1=C(C(=O)OC)C=C(C=C1)CN1N=NC(=C1)C1=C(N=C2N1C=CC=C2)C2=CC=C(C=C2)Cl Methyl 2-chloro-5-((4-(2-(4-chlorophenyl)imidazo[1,2-a]pyridin-3-yl)-1H-1,2,3-triazol-1-yl)-methyl)benzoate